racemic-3-(5-(difluoromethyl)-1,3,4-thiadiazol-2-yl)-8-(5-(methoxymethyl)-3,3-dimethylpiperazin-1-yl)-N-(3-methyloxetan-3-yl)imidazo[1,5-a]pyridine-6-sulfonamide FC(C1=NN=C(S1)C1=NC=C2N1C=C(C=C2N2CC(N[C@H](C2)COC)(C)C)S(=O)(=O)NC2(COC2)C)F |r|